1-(13Z,16Z-docosadienoyl)-2-docosanoyl-glycero-3-phospho-(1'-sn-glycerol) CCCCCCCCCCCCCCCCCCCCCC(=O)O[C@H](COC(=O)CCCCCCCCCCC/C=C\C/C=C\CCCCC)COP(=O)(O)OC[C@H](CO)O